3-(1,4-thiazin-4-yl)propionic acid S1C=CN(C=C1)CCC(=O)O